diallylaminoPotassium methylphosphonate CP(O)(O)=O.C(C=C)N(CC=C)[K]